methyl (1s,3r,5R,7S)-3-(((methylsulfonyl)oxy)methyl)adamantane-1-carboxylate CS(=O)(=O)OCC12CC3(C[C@@H](C[C@H](C1)C3)C2)C(=O)OC